(5-methyl-6-(piperazin-1-yl)pyridin-3-ylmethyl)imidazo[2,1-f][1,2,4]triazin-4-amine CC=1C=C(C=NC1N1CCNCC1)CC1=NN2C(C(=N1)N)=NC=C2